O=C1CC(CN1C1=CC=CC=C1)C(=O)O 5-oxo-1-phenyl-pyrrolidine-3-carboxylic acid